4-methyl-4-(1-methylvinyl)benzene CC1(CC=CC=C1)C(=C)C